CC=1C=CC2=C(OPOC(C2)=O)C1 8-methyl-4H-benzo[d][1,3,2]dioxaphosphepin-4-one